FC1=C(C=C(C=C1)F)C(CC#CC#CC1=C2C=CNC2=C(C=C1C(=O)N)OC[C@@H]1NCCC1)C=1C(N(C=CC1)C)=O 4-(6-(2,5-Difluorophenyl)-6-(1-methyl-2-oxo-1,2-dihydropyridin-3-yl)hex-1,3-diyn-1-yl)-7-((R)-pyrrolidin-2-ylmethoxy)-1H-indole-5-carboxamide